4-methyl-2-(4-oxo-4H-chromen-6-yl)thiazole-5-carboxylic acid ethyl ester C(C)OC(=O)C1=C(N=C(S1)C=1C=C2C(C=COC2=CC1)=O)C